(S)-4-(hydroxymethyl)-2-methyl-1-oxo-1,4,5,8,9,11-hexahydropyrido[4',3':3,4]-pyrazolo[5,1-d][1,2,5]oxadiazepine-10(2H)-carboxylate OC[C@@H]1CN2C(C(N(O1)C)=O)=C1C(=N2)CCN(C1)C(=O)[O-]